(S)-4-(8-amino-3-(1-but-2-ynoylpiperidin-2-yl)imidazo[1,5-a]pyrazin-1-yl)-N-(pyridine-2-yl)benzamide NC=1C=2N(C=CN1)C(=NC2C2=CC=C(C(=O)NC1=NC=CC=C1)C=C2)[C@H]2N(CCCC2)C(C#CC)=O